4-(3,4-dinitrobenzoyl)-N-methylaniline [N+](=O)([O-])C=1C=C(C(=O)C2=CC=C(NC)C=C2)C=CC1[N+](=O)[O-]